N1(CCC1)C(=O)C1=CC(=C(C=C1)Br)OC azetidin-1-yl-(4-bromo-3-methoxyphenyl)methanone